2-{4-(4,4,5,5-tetramethyl-1,3,2-dioxaborolan-2-yl)phenyl}oxazolo[5,4-b]pyridine CC1(OB(OC1(C)C)C1=CC=C(C=C1)C=1OC2=NC=CC=C2N1)C